rac-(2R,3S,4S,5R)-4-[[3-[2-methoxy-6-(trifluoromethyl)-3-pyridinyl]-4,5-dimethyl-5-(trifluoromethyl)tetrahydrofuran-2-carbonyl]amino]pyridine-2-carboxylic acid methyl ester COC(=O)C1=NC=CC(=C1)NC(=O)[C@@H]1O[C@]([C@H]([C@H]1C=1C(=NC(=CC1)C(F)(F)F)OC)C)(C(F)(F)F)C |r|